(R)-(3-Fluorophenyl)((2R,5S)-5-((tetrahydro-2H-pyran-4-yl)methyl)-pyrrolidin-2-yl)methanol hydrochloride Cl.FC=1C=C(C=CC1)[C@@H](O)[C@@H]1N[C@@H](CC1)CC1CCOCC1